tert-butyl (2-(isopropylamino)ethyl)(methyl)carbamate C(C)(C)NCCN(C(OC(C)(C)C)=O)C